C=C1CCC(CC1)CC(=O)[O-] 2-(4-methylenecyclohexyl)acetate